C(#N)/C(/C(=O)NCCOCCOCCOCCOCCOCCOC)=C(/C)\C1=CC2=CC=C(C=C2C=C1)N1CCCCC1 (E)-2-cyano-N-(2,5,8,11,14,17-hexaoxanonadec-19-yl)-3-(6-(piperidin-1-yl)naphthalen-2-yl)but-2-enamide